(R)-5-(((4-(4-acryloylpiperazin-1-yl)-7-(3-hydroxynaphthalen-1-yl)-5,6,7,8-tetrahydropyrido[3,4-d]pyrimidin-2-yl)oxy)methyl)pyrrolidin-2-one C(C=C)(=O)N1CCN(CC1)C=1C2=C(N=C(N1)OC[C@H]1CCC(N1)=O)CN(CC2)C2=CC(=CC1=CC=CC=C21)O